Cl.NC1=NC(=NC=C1CN1C(C(=C(C=C1C)OCC1=C(C=C(C=C1)F)F)Cl)=O)C 1-[(4-amino-2-methylpyrimidin-5-yl)methyl]-3-chloro-4-[(2,4-difluorobenzyl)oxy]-6-methylpyridin-2(1H)-one hydrochloride